C([C@H]([C@H](C(=O)[O-])O)O)OP(=O)([O-])[O-] The molecule is trianion of 4-phospho-D-erythronic acid arising from deprotonation of phosphate and carboxylic acid functions. It is a hydroxy monocarboxylic acid anion and an organophosphate oxoanion. It is a conjugate base of a 4-phospho-D-erythronic acid.